2-(1-(2,6-dichloropyridin-4-yl)-3-methylenecyclobutanecarbonyl)-N-methylhydrazinecarbothioamide ClC1=NC(=CC(=C1)C1(CC(C1)=C)C(=O)NNC(NC)=S)Cl